(7S,14R)-9-(2,6-difluorophenyl)-3,7-dimethyl-18-thia-2,4,5,8-tetrazatetracyclo[8.8.0.02,6.011,17]octadeca-1(10),3,5,8,11(17)-pentaen-14-ol FC1=C(C(=CC=C1)F)C1=N[C@H](C2=NN=C(N2C=2SC=3CC[C@@H](CCC3C12)O)C)C